C(C)(C)(C)NS(=O)(=O)C=1C=C(C(=O)O)C=C(C1OC1=CC=CC=C1)[N+](=O)[O-] 3-(N-(tert-butyl)sulfamoyl)-5-nitro-4-phenoxybenzoic acid